C(#C)C1=CC(=C(C(=N1)C)C1=C(C2=C(N=CN=C2N)N1C)C1=CC(=C(C=C1)OC1=NC=CC(=N1)C)F)C 6-(6-Ethynyl-2,4-dimethylpyridin-3-yl)-5-{3-fluoro-4-[(4-methylpyrimidin-2-yl)oxy]phenyl}-7-methyl-7H-pyrrolo[2,3-d]pyrimidin-4-amine